OC1C(=O)OCC1 2-hydroxybutyrolactone